C1(CCCCC1)P(C1=C(C(=CC=C1OC)OC)C1=C(C=C(C=C1C(C)C)C(C)C)C(C)C)C1CCCCC1 dicyclohexyl-[3,6-dimethoxy-2-[2,4,6-tri(propan-2-yl)phenyl]phenyl]phosphane